3-(5-(3-(4-(1-methylazetidin-3-yl)phenyl)-2-oxoimidazolidin-1-yl)-1-oxoisoindolin-2-yl)piperidine-2,6-dione CN1CC(C1)C1=CC=C(C=C1)N1C(N(CC1)C=1C=C2CN(C(C2=CC1)=O)C1C(NC(CC1)=O)=O)=O